C(CCC)C=1N(C(=C(N1)Cl)C(=O)O)CC1=CC(=C(C=C1)C1=C(C=CC=C1)S(NC1=NSC(=C1C)C)(=O)=O)COCC 2-butyl-4-chloro-1-((2'-(N-(4,5-dimethylisothiazol-3-yl)sulfamoyl)-2-(ethoxymethyl)-[1,1'-biphenyl]-4-yl)methyl)-1H-imidazole-5-carboxylic acid